ClC=1C2=C(N=CN1)N(C=C2)[C@H]2[C@@H]([C@@H]([C@H](C2)CN(C(=O)C2CCCCC2)CC#CC=2C=C(C(=O)N)C=CC2)O)O 3-(3-(N-(((1R,2R,3S,4R)-4-(4-chloro-7H-pyrrolo[2,3-d]pyrimidin-7-yl)-2,3-dihydroxycyclopentyl)methyl)cyclohexanecarboxamido)prop-1-yn-1-yl)benzamide